(3S,6S,7aR,8aS,9aR)-3-(3-(6-methylpyridin-2-yl)azetidine-1-carbonyl)-5-oxodeca-hydro-1H-cyclopropa[d]pyrrolo[1,2-a]azocin CC1=CC=CC(=N1)C1CN(C1)C(=O)[C@@H]1CC[C@H]2N1C(CC[C@H]1[C@H](C2)C1)=O